Cl.N[C@@H]([C@@H](C(=O)N[C@H](C(=O)O)C1=CC(=C(C=C1)Cl)OC(F)(F)F)O)CC1=CC=CC=C1 (S)-2-((2S,3R)-3-amino-2-hydroxy-4-phenylbutanamido)-2-(4-chloro-3-(trifluoromethoxy)phenyl)acetic acid hydrochloride